C(CCC)C=1NC(=C(N1)Cl)CN1C(NC(C=2NC=NC12)=O)=S 3-[(2-butyl-4-chloro-1H-imidazol-5-yl)methyl]-2-thioxo-1,2,3,7-tetrahydro-6H-purin-6-one